[In]=[Te].[Ag] silver indium telluride